C(C)(C)C1CCC(=CC12C=CC(O2)C)C 10-isopropyl-2,7-dimethyl-1-oxaspiro[4.5]decan-3,6-diene